N1=NNC(C=C1)=O [1,2,3]Triazine-4(3H)-one